OCC1=CC(=NC(=C1)C(=O)OC)C(=O)OC Dimethyl 4-hydroxymethylpyridine-2,6-dicarboxylate